Cl.ClCCN(C)C 2-chloro-N,N-dimethyl-ethanamine hydrochloride